(R)-5-(4-acetylphenyl)-2-amino-4-oxo-4,5-dihydrofuran-3-yl-5-d phenylmethanesulfonate C1(=CC=CC=C1)CS(=O)(=O)OC1=C(O[C@](C1=O)([2H])C1=CC=C(C=C1)C(C)=O)N